(R)-2-((R)-2-(4-(3-aminopropoxy)phenyl)-2-(isoindolin-2-yl)acetamido)-N-(4-hydroxybenzyl)-5-((Z)-2-((2-propionamidoethyl)carbamoyl)guanidino)pentanamide NCCCOC1=CC=C(C=C1)[C@H](C(=O)N[C@@H](C(=O)NCC1=CC=C(C=C1)O)CCCN\C(=N/C(NCCNC(CC)=O)=O)\N)N1CC2=CC=CC=C2C1